1-(6-(((4-nitro-1-((2-(trimethylsilyl)ethoxy)methyl)-1H-pyrazol-3-yl)oxy)methyl)-2-azaspiro[3.3]heptan-2-yl)ethan-1-one [N+](=O)([O-])C=1C(=NN(C1)COCC[Si](C)(C)C)OCC1CC2(CN(C2)C(C)=O)C1